C1(=CC(=CC=C1)NC(CC1=CC=C(C(=O)NC2=C(C=CC=C2)N)C=C1)=O)NC(CC1=CC=C(C(=O)NC2=C(C=CC=C2)N)C=C1)=O 4,4'-((1,3-Phenylenebis(azanediyl))bis(2-oxoethane-2,1-diyl))bis(N-(2-aminophenyl)benzamide)